2,3-bis(t-butylimino)butane C(C)(C)(C)N=C(C)C(C)=NC(C)(C)C